4-(1H-pyrazol-5-yl)-6-(6-(trifluoromethyl)pyridin-2-yl)-N-(2-(trifluoromethyl)pyridin-4-yl)-1,3,5-triazin-2-amine N1N=CC=C1C1=NC(=NC(=N1)C1=NC(=CC=C1)C(F)(F)F)NC1=CC(=NC=C1)C(F)(F)F